IC1=NN(C2=NC(=CN=C21)N2CC1(CN(C1)C1=CC(=NC=C1)C(F)(F)F)CC2)C2OCCCC2 3-iodo-1-(tetrahydro-2H-pyran-2-yl)-6-(2-(2-(trifluoromethyl)pyridin-4-yl)-2,6-diazaspiro[3.4]octan-6-yl)-1H-pyrazolo[3,4-b]pyrazine